N1N=C(C=2C1=NC=CC2)C2=CC=C1CCNC1=C2 6-{1H-pyrazolo[3,4-b]pyridin-3-yl}-2,3-dihydro-1H-indole